CN(C/C=C/C(=O)N1CC(C1)NC(=O)C=1SC(=CC1)C)C (E)-N-(1-(4-(dimethylamino)but-2-enoyl)azetidin-3-yl)-5-methylthiophene-2-carboxamide